4-bromo-5-(bromomethyl)pyrimidine BrC1=NC=NC=C1CBr